3-cyano-N-[(1s,4s)-4-{[2-(trifluoromethyl)-1-benzothiophen-4-yl]amino}cyclohexyl]benzamide C(#N)C=1C=C(C(=O)NC2CCC(CC2)NC2=CC=CC3=C2C=C(S3)C(F)(F)F)C=CC1